CN1CSC=C1C1=CC=C(C=C1)C(F)(F)F 3-methyl-4-(4'-trifluoromethyl-phenyl)thiazole